[C@@H]12N(C[C@@H](NC1)C2)C=2C=CC(=C(C(=O)NC1(CC1)C1=CC(=NC3=CC=CC=C13)C=1C=NN(C1)C)C2)C |o1:0,3| rel-5-((1S,4S)-2,5-diazabicyclo[2.2.1]heptan-2-yl)-2-methyl-N-(1-(2-(1-methyl-1H-pyrazol-4-yl)quinolin-4-yl)cyclopropyl)benzamide